4-(4-methylpiperazin-1-yl)but-2-en-1-one CN1CCN(CC1)CC=CC=O